3-(5-amino-1,3,4-thiadiazol-2-yl)cyclobutane-1-carbonitrile NC1=NN=C(S1)C1CC(C1)C#N